NC1=NC=NN2C1=C(C=C2C=2C=C(C(=O)N[C@@H]1CN(C[C@@H]1F)C([C@@](C(F)(F)F)(C)O)=O)C=C(C2)F)C(F)(F)F 3-[4-amino-5-(trifluoromethyl)pyrrolo-[2,1-f][1,2,4]triazin-7-yl]-5-fluoro-N-[(3R,4S)-4-fluoro-1-[(2R)-3,3,3-trifluoro-2-hydroxy-2-methyl-propanoyl]pyrrolidin-3-yl]benzamide